pyrimidinylbiphenyl N1=C(N=CC=C1)C1=C(C=CC=C1)C1=CC=CC=C1